4-(4-methoxybenzoyl)-4-methyl-6-phenyl-5-hexynenitrile COC1=CC=C(C(=O)C(CCC#N)(C#CC2=CC=CC=C2)C)C=C1